(2S,4R)-2-[4,5-bis(3-methoxyphenyl)-1H-imidazol-2-yl]-4-[tert-butyl-(dimethyl)silyl]oxypyrrolidine-1-carboxylic acid tert-butyl ester C(C)(C)(C)OC(=O)N1[C@@H](C[C@H](C1)O[Si](C)(C)C(C)(C)C)C=1NC(=C(N1)C1=CC(=CC=C1)OC)C1=CC(=CC=C1)OC